2-methoxy-4-(4,4,5-trimethyl-1,3,2-dioxaborolan-2-yl)benzaldehyde COC1=C(C=O)C=CC(=C1)B1OC(C(O1)(C)C)C